C(C1=CC=CC=C1)O[C@H]1C(O[C@@H]([C@H]1OCC1=CC=CC=C1)COCC1=CC=CC=C1)C1=CN=C2C(=NC(=NN21)Cl)NC2CCCC2 7-[(3S,4R,5R)-3,4-bis(benzyloxy)-5-[(benzyloxy)methyl]oxolan-2-yl]-2-chloro-N-cyclopentylimidazo[2,1-f][1,2,4]triazin-4-amine